FC1=CC=C(C=C1)C(/C=C/C(=O)O)=O (E)-4-(4-fluorophenyl)-4-oxo-2-butenoic acid